(Z)-11-octadecenal C(CCCCCCCCC\C=C/CCCCCC)=O